4-(2-{[(2R,7aS)-2-fluoro-hexahydro-1H-pyrrolizin-7a-yl]methoxy}-4-{2-azabicyclo[2.2.1]heptan-2-yl}-8-fluoropyrido[4,3-d]pyrimidin-7-yl)-5-ethynyl-6-fluoronaphthalen-2-ol F[C@@H]1C[C@@]2(CCCN2C1)COC=1N=C(C2=C(N1)C(=C(N=C2)C2=CC(=CC1=CC=C(C(=C21)C#C)F)O)F)N2C1CCC(C2)C1